3-(2-(pyridin-2-ylamino)ethyl)urea N1=C(C=CC=C1)NCCNC(N)=O